(R)-6-(2-amino-3-(methoxy-d3)propyl)-2-chloro-7-methyl-N-(thiophen-2-ylmethyl)pyrrolo[2,1-f][1,2,4]triazin-4-amine N[C@H](CC=1C=C2C(=NC(=NN2C1C)Cl)NCC=1SC=CC1)COC([2H])([2H])[2H]